(S)-5-((((3'-chloro-2'-(2-chloro-3-((2-fluoro-3-(((S)-3-hydroxypyrrolidin-1-yl)methyl)phenyl)amino)phenyl)-6-methoxy-[2,4'-bipyridin]-5-yl)methyl)amino)methyl)pyrrolidin-2-one ClC=1C(=NC=CC1C1=NC(=C(C=C1)CNC[C@@H]1CCC(N1)=O)OC)C1=C(C(=CC=C1)NC1=C(C(=CC=C1)CN1C[C@H](CC1)O)F)Cl